6-(tert-butyl)-12-(difluoromethoxy)-9-methoxy-10-methyl-7-oxo-5,6,7,10-tetrahydroquinolino[7,8-f]quinoline-8-carboxylic acid C(C)(C)(C)C1C=2C(C(=C(N(C2C=2C(=C3C=CC=NC3=C(C2)OC(F)F)C1)C)OC)C(=O)O)=O